(S)-3-(2,4-dimethylphenyl)-N-(5-methyl-4-oxo-2,3,4,5-tetrahydrobenzo[b][1,4]oxazepin-3-yl)-1H-indole-5-carboxamide CC1=C(C=CC(=C1)C)C1=CNC2=CC=C(C=C12)C(=O)N[C@@H]1C(N(C2=C(OC1)C=CC=C2)C)=O